O.Cl.Cl.CC1(C(C=CC=C1)N)N o-toluenediamine dihydrochloride hydrate